(E)-cis-7-fluoro-5-phenyl-2-(prop-1-en-1-yl)-6,7-dihydro-5H-pyrrolo[1,2-b][1,2,4]triazole F[C@H]1C[C@H](N2N=C(N=C21)\C=C\C)C2=CC=CC=C2